C12(CC3CC(CC(C1)C3)C2)C(=O)OCC(CO)(C)C 3-hydroxy-2,2-dimethylpropyl (3r,5r,7r)-adamantane-1-carboxylate